FC=1C(=CC=2C3=C(NC(C2C1)=O)COCC3N(C(=O)C=3C=CC1=C(N=CS1)C3)C)F N-(8,9-difluoro-6-oxo-1,4,5,6-tetrahydro-2H-pyrano[3,4-c]isoquinolin-1-yl)-N-methylbenzo[d]thiazole-5-carboxamide